(S)-2-methyl-pyrrolidine hydrochloride Cl.C[C@@H]1NCCC1